2-(difluoromethoxy)-3-(5-(2,6-difluorophenyl)-4-methyl-4H-1,2,4-triazol-3-yl)-5-methylpyridine FC(OC1=NC=C(C=C1C1=NN=C(N1C)C1=C(C=CC=C1F)F)C)F